bis(4-hydroxyphenyl)disulfide OC1=CC=C(C=C1)SSC1=CC=C(C=C1)O